FC1=C(C=CC=C1)C(CC(C#N)C#N)=O 2-[2-(2-fluorophenyl)-2-oxo-ethyl]-malononitrile